CC([C@@H](CNC(C1=CC=C(C=C1)C)=O)NC(OCC(F)(F)F)=O)C 2,2,2-trifluoroethyl N-[(1S)-2-methyl-1-[[(4-methylbenzoyl)amino]methyl]propyl]-carbamate